C(C=C)(=O)O.C(CCC)N1CN(C=C1)C 1-butyl-3-methylimidazole acrylic acid salt